(3R)-2'-[6-amino-5-(trifluoromethyl)pyridin-3-yl]-N-[1-(2-methylpyridin-4-yl)ethyl]-5',6'-dihydro-1H-spiro[pyrrolidine-3,4'-pyrrolo[1,2-b]pyrazole]-1-carboxamide NC1=C(C=C(C=N1)C=1C=C2N(N1)CC[C@]21CN(CC1)C(=O)NC(C)C1=CC(=NC=C1)C)C(F)(F)F